IC=1C2=C(SC1)C=C1C(CCC(C1=C2)(C)C)(C)C 3-iodo-5,5,8,8-tetramethyl-5,6,7,8-tetrahydronaphtho[2,3-b]thiophene